BrC=1C=C(C(=NC1)C1=NN=NN1C1COC1)Cl 5-bromo-3-chloro-2-(1-(oxetan-3-yl)-1H-tetrazol-5-yl)pyridine